ClC=1C=C(C=C(C1)Cl)C1=CC(=CC(=C1)CNCCOC)OC=1C=CC(=NC1)N1CCC(CC1)NC 1-(5-((3',5'-dichloro-5-(((2-methoxyethyl)amino)methyl)-[1,1'-biphenyl]-3-yl)oxy)pyridin-2-yl)-N-methylpiperidin-4-amine